COC1=C(NO)C=CC=C1C1=NN(C=N1)C 2-methoxy-3-(1-methyl-1,2,4-triazol-3-yl)anilinol